N1=C(N=CC2=NC=CN=C12)C1=NC2=NC=CN=C2C=N1 pteridinyl-(pteridine)